C1(CC1)C1=CC=C(C=C1)C1=CC(=C(C(=C1)O)N1CC(NS1(=O)=O)=O)F 5-[4-(4-cyclopropylphenyl)-2-fluoro-6-hydroxy-phenyl]-1,1-dioxo-1,2,5-thiadiazolidin-3-one